C1(=CC=C(C=C1)[B-](C1=CC=C(C=C1)C)(C1=CC=C(C=C1)C)C1=CC=C(C=C1)C)C.C[NH+](C)C trimethylammonium Tetra(p-tolyl)borate